RAC-(1S,2S)-1-METHYL-2-(PROPAN-2-YL)CYCLOPENTANE-1,2-DIOL Titanium chloride [Cl-].[Ti+4].C[C@]1([C@@](CCC1)(O)C(C)C)O.[Cl-].[Cl-].[Cl-] |r|